ClC=1C(=NC(=NC1)N[C@@H]1CC[C@H](CC1)O)C1=CC=C2CN(C(C2=C1)=O)CC(=O)N[C@H](CO)C1=CC(=CC=C1)OC 2-[6-(5-chloro-2-{[trans-4-hydroxycyclohexyl]amino}pyrimidin-4-yl)-1-oxo-2,3-dihydro-1H-isoindol-2-yl]-N-[(1S)-2-hydroxy-1-(3-methoxyphenyl)-ethyl]acetamide